C(C(=O)O)(=O)O.COC(=O)C=1C=CC2=C(CCCC(=C2C2=CC=C(C=C2)OC2CN(CC2)CCCF)C2=C(C=C(C=C2)Cl)Cl)C1 6-(2,4-dichlorophenyl)-5-(4-[1-(3-fluoro-propyl)-pyrrolidin-3-yloxy]-phenyl)-8,9-dihydro-7H-benzocycloheptene-2-carboxylic acid methyl ester oxalate salt